(4-fluoro-3-(methylcarbamoyl)phenyl)boronic acid FC1=C(C=C(C=C1)B(O)O)C(NC)=O